1-[5-(4-Hexoxy-1,2,5-thiadiazol-3-yl)-1-methyl-3,6-dihydro-2H-pyridin-1-ium-1-yl]propyl decanoate iodide [I-].C(CCCCCCCCC)(=O)OC(CC)[N+]1(CCC=C(C1)C1=NSN=C1OCCCCCC)C